tert-Butyl 7-[8-chloro-7-fluoro-3-(isopropylcarbamoylamino)-6-isoquinolyl]-8-methyl-2,3-dihydropyrido[2,3-b][1,4]oxazine-1-carboxylate ClC=1C(=C(C=C2C=C(N=CC12)NC(NC(C)C)=O)C1=C(C2=C(OCCN2C(=O)OC(C)(C)C)N=C1)C)F